COC=1C=C(C=CC1)C(CCC)=O 1-(3-methoxyphenyl)-1-butanone